(2S)-1-[N2-cyclohexyl-N6-(methylsulfonyl)-D-lysyl]-4-(1-oxa-3-azaspiro[4.5]dec-2-en-2-yl)-N-(thiophen-2-ylmethyl)piperazine-2-carboxamide C1(CCCCC1)N[C@H](CCCCNS(=O)(=O)C)C(=O)N1[C@@H](CN(CC1)C=1OC2(CN1)CCCCC2)C(=O)NCC=2SC=CC2